The molecule is a monocarboxylic acid anion that is the conjugate base of dehydroabietic acid, obtained by deprotonation of the carboxy group. It is a conjugate base of a dehydroabietic acid. CC(C)C1=CC2=C(C=C1)[C@]3(CCC[C@@]([C@@H]3CC2)(C)C(=O)[O-])C